[Si].N1N=CC=C1 diazole silicon